5-(4-(difluoromethoxy)phenyl)-N-(2-((2R,6R)-2,6-dimethylmorpholino)-5-fluoropyrimidin-4-yl)pyridazin-3-amine FC(OC1=CC=C(C=C1)C=1C=C(N=NC1)NC1=NC(=NC=C1F)N1C[C@H](O[C@@H](C1)C)C)F